3-[6-(3-pyridyl)imidazo[1,2-b]pyridazin-3-yl]phenol N1=CC(=CC=C1)C=1C=CC=2N(N1)C(=CN2)C=2C=C(C=CC2)O